C(#C)C=1C(=CC=C2C=CC=C(C12)C1=NC=C2C(=CC(=NC2=C1F)OC)N1[C@@H]2CCN([C@@H]2[C@@H]1C)C(C=C)=O)F 1-{(1R,5R,7S)-6-(7-(8-ethynyl-7-fluoronaphthalen-1-yl)-8-fluoro-2-methoxy-1,6-naphthyridin-4-yl)-7-methyl-2,6-diazabicyclo[3.2.0]heptan-2-yl}prop-2-en-1-one